1,3,5,7-Tetrakis(3,5-bis(trifluoromethyl)phenyl)-2,6-diaza-s-indacene FC(C=1C=C(C=C(C1)C(F)(F)F)C1=NC(=C2C=C3C(=NC(=C3C=C12)C1=CC(=CC(=C1)C(F)(F)F)C(F)(F)F)C1=CC(=CC(=C1)C(F)(F)F)C(F)(F)F)C1=CC(=CC(=C1)C(F)(F)F)C(F)(F)F)(F)F